ClC1=CC(=C2C(=CN(C2=C1Cl)CCNC([O-])=O)C=1C=NN(C1)C1OCCCC1)OCC#N (2-(6,7-dichloro-4-(cyanomethoxy)-3-(1-(tetrahydro-2H-pyran-2-yl)-1H-pyrazol-4-yl)-1H-indol-1-yl)ethyl)carbamate